(6R)-6-(benzyl-(methyl)amino)-17-cyclopropylmethyl-4,5α-epoxy-3,14-dihydroxymorphinan C(C1=CC=CC=C1)N([C@H]1[C@H]2[C@]34C=5C(=C(C=CC5C[C@H]([C@@]3(CC1)O)N(CC4)CC4CC4)O)O2)C